BrC=1C=NC(=NC1)C1(CC(C1)CF)NSC(C)(C)C (R)-N-(1-(5-bromopyrimidin-2-yl)-3-(fluoromethyl)cyclobutyl)-2-methylpropane-2-sulfenamide